C(C)(C)(C)OC(=O)N1[C@@H](CC=CC1)C(=O)O (2S)-1-tert-butoxycarbonyl-3,6-dihydro-2H-pyridine-2-carboxylic acid